tert-butyl 5-((7-bromo-8-fluoro-6-iodo-2-(((S)-1-methylpyrrolidin-2-yl)methoxy)-3-nitroquinolin-4-yl)amino)-2-azabicyclo[2.1.1]hexane-2-carboxylate BrC1=C(C=C2C(=C(C(=NC2=C1F)OC[C@H]1N(CCC1)C)[N+](=O)[O-])NC1C2CN(C1C2)C(=O)OC(C)(C)C)I